tetrahydrophenoxazine C1CCC2=C(C1)NC3=CC=CC=C3O2